BrC1=C(C=CC(=C1)[N+](=O)[O-])[C@@H]1C([C@H]1C)(Br)Br 2-bromo-1-((trans)-2,2-dibromo-3-methylcyclopropyl)-4-nitrobenzene